C1(OC(C=2C=NC=CC21)=O)=O furano[3,4-c]pyridine-1,3-dione